OCNC(CCP(O)(O)=O)=O 3-hydroxymethylamino-3-oxopropylphosphonic acid